1-(5-methoxy-1H-indol-3-yl)propan-2-amine COC=1C=C2C(=CNC2=CC1)CC(C)N